(trans-3-methoxy-6-azabicyclo[3.1.1]hept-6-yl)(pyridin-2-yl)methanone COC1CC2N(C(C1)C2)C(=O)C2=NC=CC=C2